COC1(CC(CNC2(CCNCC2)COC(C(C(C(C1)C)=O)C)=O)C)C 11-methoxy-9,11,13,15-tetramethyl-17-oxa-3,7-diazaspiro[5.12]octadecane-14,16-dione